tert-butyl 6-(8-(benzo[d]thiazol-2-ylcarbamoyl)-3,4-dihydroisoquinolin-2(1H)-yl)-3-(4-(((1r,4r)-4-(2,2-diethoxyethoxy)cyclohexyl)oxy)-2-(trifluoromethyl)phenyl)picolinate S1C(=NC2=C1C=CC=C2)NC(=O)C=2C=CC=C1CCN(CC21)C2=CC=C(C(=N2)C(=O)OC(C)(C)C)C2=C(C=C(C=C2)OC2CCC(CC2)OCC(OCC)OCC)C(F)(F)F